2-{4-[3-(benzyloxy)-2-formylphenyl]pyrazol-1-yl}-N-[(2E)-1-(2-hydroxy-2-methylpropyl)-6-[(4-methylpiperazin-1-yl)methyl]-3H-1,3-benzodiazol-2-ylidene]pyridine-4-carboxamide C(C1=CC=CC=C1)OC=1C(=C(C=CC1)C=1C=NN(C1)C1=NC=CC(=C1)C(=O)/N=C/1\NC2=C(N1CC(C)(C)O)C=C(C=C2)CN2CCN(CC2)C)C=O